C(#N)C=1C=C(C=C(C1)C)C1(CC1)NC(=O)[C@H]1N([C@H]2C[C@]2(C1)C)C(CNC(CCCOC1=CC=CC=C1)=O)=O (1S,3S,5S)-N-(1-(3-cyano-5-methylphenyl)cyclopropyl)-5-methyl-2-((4-phenoxybutanoyl)glycyl)-2-azabicyclo[3.1.0]hexane-3-carboxamide